NCCC[Si](O[Si](C)(C)CCCN)(C)C 1,3-bis(3-aminopropyl)1,1,3,3-tetramethyldisiloxane